tert-butyl cis-2-(4-(1-methyl-1H-pyrazol-5-yl)piperidin-1-yl)-6-azaspiro[3.4]octane-6-carboxylate citrate C(CC(O)(C(=O)O)CC(=O)O)(=O)O.CN1N=CC=C1C1CCN(CC1)C1CC2(C1)CN(CC2)C(=O)OC(C)(C)C